C(C)[C@@H]1OC=2CCCC(C2[C@H](C1)CC)=O Trans-2,4-diethyl-2,3,4,6,7,8-hexahydro-5H-chromen-5-one